NC1=CC(=C(C=N1)C1CCN(CC1)C(=O)C1=CC(=C(C=C1)O)OC)OC 4-[4-(6-amino-4-methoxypyridin-3-yl)piperidine-1-carbonyl]-2-methoxyphenol